O[C@H](C(=O)[O-])[C@@H]([C@H]([C@@H](CO)O)O)O.[Na+] sodium (2S,3R,4S,5R)-2,3,4,5,6-pentahydroxyhexanoate